COC(=O)[C@H]1N(C[C@H]2[C@@H]1CCC2)C(=O)C=2NC1=CC=CC(=C1C2)OC (1s,3ar,6as)-2-(4-methoxy-1H-indole-2-carbonyl)octahydrocyclopenta[c]pyrrole-1-carboxylic acid methyl ester